CC1=CSC2=C1N=CN=C2C(=O)N2CC1(C2)CC(C1)NC(=O)NC1=CC(=CC=C1)C(F)(F)F 1-(2-(7-methylthieno[3,2-d]pyrimidine-4-carbonyl)-2-azaspiro[3.3]heptan-6-yl)-3-(3-(trifluoromethyl)phenyl)urea